NCCCNCCC[Si](OCC)(OCC)OCC 3-(3-aminopropyl-amino)propyltriethoxysilane